C(C)(C)(C)OC(=O)NC(CC(=O)O)C 3-((tert-butoxycarbonyl)amino)butanoic acid